tert-Butyl 6-[[4-(3-cyanophenyl)-5-(2,6-dimethyl-4-pyridyl)thiazol-2-yl]carbamoyl]-3,6-diazabicyclo[3.1.1]heptane-3-carboxylate C(#N)C=1C=C(C=CC1)C=1N=C(SC1C1=CC(=NC(=C1)C)C)NC(=O)N1C2CN(CC1C2)C(=O)OC(C)(C)C